ethenylbenzene C(=C)C1=CC=CC=C1